1-Butyl-4-eth-1-ynylbenzene C(CCC)C1=CC=C(C=C1)C#C